ClC1=C(C(=NC(=N1)CO)N1CCC(CC1)OC1=CC=C2C=CC(OC2=C1)=O)C 7-((1-(6-chloro-2-(hydroxymethyl)-5-methylpyrimidin-4-yl)piperidin-4-yl)oxy)-2H-chromen-2-one